furo[2,3-d]pyridazin-7-amine O1C=CC=2C1=C(N=NC2)N